ClC1=C(C=CC(=C1OC)Cl)[C@H]1[C@@H](C1)C=1C=NC(=NC1)C1=NC=CC=N1 trans-5-(2-(2,4-dichloro-3-methoxyphenyl)cyclopropyl)-2,2'-bipyrimidine